(E)-3-(5-(((1-(3-Cyano-4-(4-cyano-3-fluorophenyl)-5-(3-hydroxy-4-(methylamino)phenyl)pyridin-2-yl)piperidin-4-yl)amino)methyl)pyrimidin-2-yl)-N-hydroxyacrylamide hydrochloride Cl.C(#N)C=1C(=NC=C(C1C1=CC(=C(C=C1)C#N)F)C1=CC(=C(C=C1)NC)O)N1CCC(CC1)NCC=1C=NC(=NC1)/C=C/C(=O)NO